C1(CC1)C1=NC(=CC2=C1CN(C2=O)C2=CC(=CC=C2)C2(CC(C2)C)C2=NN=CN2C)CN2C[C@H](C(CC2)(F)F)C 4-cyclopropyl-6-(((R)-4,4-difluoro-3-methylpiperidin-1-yl)methyl)-2-(3-((1s,3S)-3-methyl-1-(4-methyl-4H-1,2,4-triazol-3-yl)cyclobutyl)phenyl)-2,3-dihydro-1H-pyrrolo[3,4-c]pyridin-1-one